O=C1NC(C2=CC(=CC=C12)C(=O)NCCCCCC(=O)O)=O 6-(1,3-dioxoisoindoline-5-carboxamido)hexanoic acid